C1=C(C=CC2=CC=CC=C12)C1C2C=CC(C1)C2 5-(beta-naphthyl)-bicyclo[2.2.1]-hept-2-ene